C(C)OC=1C=C(C=CC1O)/C=C/C(=O)C1=CC=C(C#N)C=C1 4-[(E)-3-(3-Ethoxy-4-hydroxyphenyl)prop-2-enoyl]benzonitrile